CC1(S(CCNC1)(=O)=O)C dimethyl-1,1-dioxo-1,4-thiazinan